Ethane-1,2-dione C(C=O)=O